Cl.NC(C(=O)N1CCN(CC1)C(=O)NC1=NC(N(C=C1)C1=CC=C(C=C1)CCN1CC[C@@H](CCC1)N)=O)(C)C (R)-4-(2-Amino-2-methylpropanoyl)-N-(1-(4-(2-(4-aminoazepan-1-yl)ethyl)phenyl)-2-oxo-1,2-dihydropyrimidin-4-yl)piperazine-1-carboxamide hydrochloride salt